Ethyl (S,Z)-2-methyl-6-(5-(3-methylmorpholino)-2-oxoindolin-3-ylidene)-1,4,5,6-tetrahydrocyclopenta[b]pyrrole-3-carboxylate CC1=C(C2=C(N1)\C(\CC2)=C\2/C(NC1=CC=C(C=C21)N2[C@H](COCC2)C)=O)C(=O)OCC